NC1=CC=C(C(=N1)C)CNC(=O)[C@@H]1CCC=2N1C(C(=CN2)NCC2=CC1=C(OC(O1)(F)F)C=C2)=O (S)-N-((6-amino-2-methylpyridin-3-yl)methyl)-3-(((2,2-difluorobenzo[d][1,3]dioxol-5-yl)methyl)amino)-4-oxo-4,6,7,8-tetrahydropyrrolo[1,2-a]pyrimidine-6-carboxamide